C(C)S(=O)(=O)C[C@@H]1[C@H](N(C1)C=1C=CC(=C2C=C(N=CC12)NC=1N=C(N=NC1)N1C[C@H]([C@H](CC1)OC)F)C(C)C)C 8-[(2R,3S)-3-[(ethanesulfonyl)methyl]-2-methylazetidin-1-yl]-N-{3-[(3R,4S)-3-fluoro-4-methoxy-piperidin-1-yl]-1,2,4-triazin-5-yl}-5-(propan-2-yl)isoquinolin-3-amine